[Si](C)(C)(C(C)(C)C)OCC1CCC(CC1)C(=O)OC (1s,4s)-methyl 4-(((tert-butyldimethylsilyl)oxy)methyl)cyclohexanecarboxylate